(3-((2-(1,4-dimethyl-1H-pyrazol-5-yl)-5-fluoropyrimidin-4-yl)oxy)azetidin-1-yl)(5-(2-methylthiazol-5-yl)-4,5-dihydro-1H-pyrazol-1-yl)methan CN1N=CC(=C1C1=NC=C(C(=N1)OC1CN(C1)CN1N=CCC1C1=CN=C(S1)C)F)C